N-(1-((2R,4S)-4-hydroxypyrrolidin-2-yl)ethyl)-4-(3-methyl-1H-pyrrolo[2,3-b]pyridin-4-yl)-3,4-dihydro-2H-1,4-thiazine-6-carboxamide hydrochloride Cl.O[C@H]1C[C@@H](NC1)C(C)NC(=O)C1=CN(CCS1)C1=C2C(=NC=C1)NC=C2C